3-Chloro-2-fluoro-5-(5-(4-(methylsulfonyl)piperazin-1-yl)-1H-pyrazolo[3,4-c]pyridine-1-yl)phenol ClC=1C(=C(C=C(C1)N1N=CC=2C1=CN=C(C2)N2CCN(CC2)S(=O)(=O)C)O)F